ClCC(=O)N1[C@H](CN(CCC1)C(=O)OC(C)(C)C)C (S)-tert-butyl 4-(2-chloroacetyl)-3-methyl-1,4-diazepan-1-carboxylate